2-((4-chloro-4-oxobutanoyl)oxy)propane-1,3-diyl dipalmitate C(CCCCCCCCCCCCCCC)(=O)OCC(COC(CCCCCCCCCCCCCCC)=O)OC(CCC(=O)Cl)=O